trans-3-hexenol C(C\C=C\CC)O